7-(1-(difluoromethyl)-1H-pyrazol-4-yl)-1-(1-(2-fluoroacryloyl)azetidin-3-yl)-3-(4-(trifluoromethyl)phenyl)-1,3-dihydro-2H-imidazo[4,5-b]pyridin-2-one FC(N1N=CC(=C1)C1=C2C(=NC=C1)N(C(N2C2CN(C2)C(C(=C)F)=O)=O)C2=CC=C(C=C2)C(F)(F)F)F